C(C)C1=CN=C2N1C=C(C=N2)C=2C=CN1N=C(N=CC12)NCCC(F)(F)F 5-(3-ethylimidazo[1,2-a]pyrimidin-6-yl)-N-(3,3,3-trifluoropropyl)pyrrolo[2,1-f][1,2,4]triazin-2-amine